(S)-6-(6-fluoropyridin-3-yl)-1-(pyrrolidin-3-yl)-1H-pyrazolo[3,4-d]pyrimidin-4-amine FC1=CC=C(C=N1)C1=NC(=C2C(=N1)N(N=C2)[C@@H]2CNCC2)N